tert-Butyl N-[2-methyl-5-(6-methyl-3-pyridyl)-5-oxo-pentyl]carbamate CC(CNC(OC(C)(C)C)=O)CCC(=O)C=1C=NC(=CC1)C